Cl.Cl.Cl.[Cl-].[Mg+2].[Cl-] magnesium chloride, Trishydrochloride